FC(C(F)(F)F)(C)F Pentafluoro-propan